FC(CNC(C1=C(C=CC=C1)F)=O)(C(O)C1=CC=C(C=C1)F)F N-(2,2-difluoro-3-(4-fluorophenyl)-3-hydroxypropyl)-2-fluorobenzamide